(2R)-2-(5-chloro-2-methoxypyridin-4-yl)-1-[(2S)-7-methyl-6-([1,2,4]triazolo[1,5-a]pyridin-2-yl)-3,4-dihydro-1H-spiro[1,8-naphthyridine-2,3'-pyrrolidin]-1'-yl]propan-1-one ClC=1C(=CC(=NC1)OC)[C@H](C(=O)N1C[C@]2(CC1)NC1=NC(=C(C=C1CC2)C2=NN1C(C=CC=C1)=N2)C)C